2-(3-ethoxypyridazin-4-yl)-5-isopropyl-7-methyl-N-[(1-methylpyrazol-4-yl)methyl]imidazo[1,5-b]pyridazin-4-amine C(C)OC=1N=NC=CC1C=1C=C(C=2N(N1)C(=NC2C(C)C)C)NCC=2C=NN(C2)C